N2,N2,N4-tris[(2,4-dimethoxyphenyl)methyl]-5-iodo-6-methyl-3-nitro-pyridine-2,4-diamine COC1=C(C=CC(=C1)OC)CN(C1=NC(=C(C(=C1[N+](=O)[O-])NCC1=C(C=C(C=C1)OC)OC)I)C)CC1=C(C=C(C=C1)OC)OC